N-phenylthiomorpholin-4-carboxamide 1,1-dioxide C1(=CC=CC=C1)NC(=O)N1CCS(CC1)(=O)=O